tert-Butyl 4-(3-ethoxy-2-{[4-(4-methylphenyl)piperidine-1-carbonyl]amino}phenyl)piperidine-1-carboxylate C(C)OC=1C(=C(C=CC1)C1CCN(CC1)C(=O)OC(C)(C)C)NC(=O)N1CCC(CC1)C1=CC=C(C=C1)C